trifluoromethyl-[1,3,4]thiadiazolo[3,2-a]pyrimidin-5-one FC(F)(F)C1=NN2C(=NC=CC2=O)S1